C(C)(C)(C)C1=NN=C(O1)C(=O)N[C@H]1C2=C(CN(CC1)C(=O)OC(C)(C)C)C=C(C=C2)C2=NC(=NC=C2)NC=2C=NN(C2)C tert-butyl (R)-5-(5-(tert-butyl)-1,3,4-oxadiazole-2-carboxamido)-8-(2-((1-methyl-1H-pyrazol-4-yl)amino)pyrimidin-4-yl)-1,3,4,5-tetrahydro-2H-benzo[c]azepine-2-carboxylate